C(C1=CC=CC=C1)C=1N=NC(=NN1)CC1=CC=CC=C1 3,6-dibenzyl-1,2,4,5-tetrazine